O=S1(CC2=C(C(C3=C1C=CC=C3)=C3CCN(CC3)C(=O)C=3C1=C(C=NC3)C=NN1)C=CC=C2)=O [4-(5,5-dioxo-6H-benzo[c][1]benzothiepin-11-ylidene)-1-piperidyl]-(1H-pyrazolo[4,3-c]pyridin-7-yl)methanone